NC1=NC=2C=CC(=CC2C2=C1C=NN2C)C(=O)N(N(C(CC)=O)C)CC2=NC=C(C=C2)C(F)(F)F 4-amino-N',1-dimethyl-N'-propanoyl-N-[[5-(trifluoromethyl)-2-pyridyl]methyl]pyrazolo[4,3-c]quinoline-8-carbohydrazide